1-((4-chlorophenyl)sulfonyl)piperidin-4-yl ((S)-1-(((S)-1-(benzo[d]thiazol-2-yl)-5-guanidino-1-oxopentan-2-yl)amino)-4-methyl-1-oxopentan-2-yl)carbamate S1C(=NC2=C1C=CC=C2)C([C@H](CCCNC(=N)N)NC([C@H](CC(C)C)NC(OC2CCN(CC2)S(=O)(=O)C2=CC=C(C=C2)Cl)=O)=O)=O